[6-(3-cyclopropyl-1,2,4-triazol-1-yl)-2-azaspiro[3.3]heptan-2-yl]-[6-[(3,5-difluoro-2-pyridinyl)methyl]-2-azaspiro[3.3]heptan-2-yl]methanone C1(CC1)C1=NN(C=N1)C1CC2(CN(C2)C(=O)N2CC3(C2)CC(C3)CC3=NC=C(C=C3F)F)C1